(((((1R,2S,5R)-2-carbamoyl-7-oxo-1,6-diazabicyclo[3.2.1]octan-6-yl) oxy) sulfonyl) oxy)-3,3-dimethylbutyl 2,6-dimethylbenzoate CC1=C(C(=O)OC(CC(C)(C)C)OS(=O)(=O)ON2[C@@H]3CC[C@H](N(C2=O)C3)C(N)=O)C(=CC=C1)C